Tert-butyl 4-(3-chloro-9H-pyridazino[3,4-b]indol-6-yl)-5,6-dihydropyridine-1(2H)-carboxylate ClC1=CC2=C(NC3=CC=C(C=C23)C2=CCN(CC2)C(=O)OC(C)(C)C)N=N1